[4-(5-{[2-fluoro-6-(trifluoromethyl)phenyl]methoxy}pyrimidin-2-yl)morpholin-2-yl]methanol FC1=C(C(=CC=C1)C(F)(F)F)COC=1C=NC(=NC1)N1CC(OCC1)CO